4-[(E)-3-[2-(3,3-Dimethylbutoxy)-6-hydroxyphenyl]-3-oxoprop-1-enyl]benzoic acid CC(CCOC1=C(C(=CC=C1)O)C(/C=C/C1=CC=C(C(=O)O)C=C1)=O)(C)C